C(C)(C)(C)OC(CN1C(C(N(CC1)C1CCCC1)=O)=O)=O.C1(CCCC1)N1C(C(N(CC1)CC(=O)O)=O)=O 2-(4-cyclopentyl-2,3-dioxopiperazin-1-yl)acetic acid t-butyl-2-(4-cyclopentyl-2,3-dioxopiperazin-1-yl)acetate